OC[C@@H]1[C@@H](C1)C(=O)NC1=CC=C2C(=N1)N(C=C2C2=C(C=CC=C2)OC)COCC[Si](C)(C)C cis-2-(hydroxymethyl)-N-[3-(2-methoxyphenyl)-1-[[2-(trimethylsilyl)ethoxy]methyl]pyrrolo[2,3-b]pyridin-6-yl]cyclopropane-1-carboxamide